FC1(C[C@H](N(C[C@@H]1C)C(C(=O)NC=1C=C(C=NC1)C(=O)N)=O)C=1C=NC(=CC1)C)F |r| rac-5-[[2-[(2S,5S)-4,4-difluoro-5-methyl-2-(6-methyl-3-pyridyl)-1-piperidyl]-2-oxo-acetyl]amino]pyridine-3-carboxamide